N-(5-(7-(4-(tert-butyl)phenyl)-4-oxoquinazolin-3(4H)-yl)-2-hydroxyphenyl)methanesulfonamide C(C)(C)(C)C1=CC=C(C=C1)C1=CC=C2C(N(C=NC2=C1)C=1C=CC(=C(C1)NS(=O)(=O)C)O)=O